2-chloro-4-{[(furan-2-yl)methyl]amino}-7-methylthieno[3,2-d]pyrimidin ClC=1N=C(C2=C(N1)C(=CS2)C)NCC=2OC=CC2